stearylamine, hydrochloride Cl.C(CCCCCCCCCCCCCCCCC)N